C(C)(C)(C)OC(C(C)OCCOCCN=[N+]=[N-])=O (2-(2-azidoethoxy)ethoxy)propionic acid tert-butyl ester